2-bromo-N-(4-fluorophenyl)-5-methylpyridine-4-carboxamide BrC1=NC=C(C(=C1)C(=O)NC1=CC=C(C=C1)F)C